dicyclohexyl-methane diisocyanate [N-]=C=O.[N-]=C=O.C1(CCCCC1)CC1CCCCC1